3-(5-(4-((6,7-dihydroisoxazolo[4,5-c]pyridin-5(4H)-yl)methyl)-3-fluoropyridin-2-yl)-1-oxoisoindolin-2-yl)piperidine-2,6-dione O1N=CC=2CN(CCC21)CC2=C(C(=NC=C2)C=2C=C1CN(C(C1=CC2)=O)C2C(NC(CC2)=O)=O)F